FC(CN1C(N2C(CN(CC2)C(=O)OC(C)(C)C)C1)=O)F Tert-Butyl 2-(2,2-difluoroethyl)-3-oxo-5,6,8,8a-tetrahydro-1H-imidazo[1,5-a]pyrazine-7-carboxylate